C(C)(C)(C)OC(=O)N1[C@@H](CCCCC1)C=O.CC1(OC2=C(C=C1)C=C(C=C2)NC(\C=C\C2=CC=CC1=CC=CC=C21)=O)C (E)-N-(2,2-dimethyl-2H-benzopyran-6-yl)-3-(1-naphthyl)acrylamide tert-butyl-(S)-2-formylazepane-1-carboxylate